C(C)(C)(C)C1=NC(=C(C(=O)O)C=C1C(F)(F)F)N1C(CCC(CC1)(F)F)=O tert-butyl-2-(5,5-difluoro-2-oxoazepan-1-yl)-5-(trifluoromethyl)nicotinic acid